FC(C1=CC=C(C=C1)NC=1C(=NC=CN1)N1C[C@H]2CC[C@@H](C1)N2C(C=C)=O)(F)F 1-((1R,5S)-3-(3-((4-(trifluoromethyl)phenyl)amino)pyrazin-2-yl)-3,8-diazabicyclo[3.2.1]octan-8-yl)prop-2-en-1-one